tantalum pentatertiary butoxide CC(C)(C)[O-].CC(C)(C)[O-].CC(C)(C)[O-].CC(C)(C)[O-].CC(C)(C)[O-].[Ta+5]